2-[[3-oxo-8-(2-pyridyl)-1H-benzo[e]isoindol-2-yl]methyl]prop-2-enoic acid O=C1N(CC=2C3=C(C=CC12)C=CC(=C3)C3=NC=CC=C3)CC(C(=O)O)=C